FC1=C(C=C2CN(C(C2=C1)=O)C1C(NC(CC1)=O)=O)CN(C)C1CCN(CC1)C1=CC=C(C=C1)[C@H]1[C@H](COC2=CC(=CC=C12)O)C1=CC=CC=C1 3-(6-fluoro-5-(((1-(4-((3S,4R)-7-hydroxy-3-phenylchroman-4-yl)phenyl)piperidin-4-yl)(methyl)amino)methyl)-1-oxoisoindolin-2-yl)piperidine-2,6-dione